CC1=CC=C(C=C1)S(=O)(=O)OCC[18F] 2-[18F]fluoroethyl 4-methylbenzenesulfonate